NC=1C=CC(=C2CN(C(C12)=O)CC(C#N)=C)C=1C=C2C(=NNC2=CC1)C=1CCOCC1 2-({7-amino-4-[3-(3,6-dihydro-2H-pyran-4-yl)-1H-indazol-5-yl]-1-oxo-2,3-dihydro-1H-isoindol-2-yl}methyl)prop-2-enenitrile